C(=CCCCCCCCC)C=1OCCN1 decenyl-2-oxazoline